3,3-bis(4-cyanophenyl)octane C(#N)C1=CC=C(C=C1)C(CC)(CCCCC)C1=CC=C(C=C1)C#N